C12=C(C=3CCC3C=C2CC1)NC(=O)NS(=O)(=O)Cl [({tricyclo[6.2.0.03,6]-deca-1,3(6),7-trien-2-yl}carbamoyl)amino]sulfonyl chloride